Cl.S1C=NC=2N=CN=C(C21)N thiazolo[4,5-d]pyrimidin-7-amine hydrochloride